1,3,5-tris(trifluoromethyl)benzene methyl-6-amino-3-(3,6-dihydro-2H-pyran-4-yl)picolinate COC(C1=NC(=CC=C1C=1CCOCC1)N)=O.FC(C1=CC(=CC(=C1)C(F)(F)F)C(F)(F)F)(F)F